NC=1C=C(OC2=CC=C(C=C2)C(=O)C2=CC=C(C=C2)OC2=CC(=CC=C2)N)C=CC1 bis[4-(3-aminophenoxy)phenyl]Ketone